FC(C(=O)O)(F)F.COC=1C(=CC2=CN(N=C2C1C)C)NC(=O)C1=CC=C(C2=CN(N=C12)C)N1CCNCC1 N-(6-methoxy-2,7-dimethylindazol-5-yl)-2-methyl-4-(piperazin-1-yl)indazole-7-carboxamide trifluoroacetate